C(N)(OCC(=O)NCC=1SC(=CC1)CC=1C=CC=2C3=C(C(=NC2C1)N)N=C(N3CC(C)(C)O)COCC)=O (2-(((5-((4-amino-2-(ethoxymethyl)-1-(2-hydroxy-2-methylpropyl)-1H-imidazo[4,5-c]quinolin-7-yl) methyl) thiophen-2-yl) methyl) amino)-2-oxoethyl) carbamate